ClC=1C=CC(=C(C1)C1=CC(=C(N=N1)[C@H]1CC[C@H](CC1)C(=O)OC)NC1=CC(=NC=C1)NC(CCN1CCN(CC1)C)=O)F methyl cis-4-(6-(5-chloro-2-fluorophenyl)-4-((2-(3-(4-methylpiperazin-1-yl)propanamido)pyridin-4-yl)amino)pyridazin-3-yl)cyclohexane-1-carboxylate